O1COCC2=C1C=CC(=C2)C(C2CC1(CCC(C2)N1)C=O)C1=CC2=C(OCOC2)C=C1 3-(bis(4H-benzo[d][1,3]dioxin-6-yl)methyl)-8-azabicyclo[3.2.1]octaneal